9,9-difluoro-9H-fluorene-3-carboxylic acid methyl ester COC(=O)C=1C=CC=2C(C3=CC=CC=C3C2C1)(F)F